N,N-dipropyloctadecylamine N-oxide C(CC)[N+](CCC)(CCCCCCCCCCCCCCCCCC)[O-]